C(C)(=O)N1CCC(CC1)C=1C=C2C=NNC2=C(C1)C(=O)N[C@H](C)C1=C(C(=CC=C1)C(F)F)F 5-(1-acetylpiperidin-4-yl)-N-[(1R)-1-[3-(difluoromethyl)-2-fluorophenyl]ethyl]-1H-indazole-7-carboxamide